O=S1(CC2C(=NOC2C1)C=1C=CC(=C(C(=O)O)C1)OC)=O 5-(5,5-dioxido-3a,4,6,6a-tetrahydrothieno[3,4-d]isoxazol-3-yl)-2-methoxybenzoic acid